(R,E)-N-((1,2,3,5,6,7-Hexahydro-s-indacen-4-yl)carbamoyl)-2-(1-(3-(methylsulfonyl)propyl)pyrrolidin-2-yl)ethensulfonamid C1CCC2=C(C=3CCCC3C=C12)NC(=O)NS(=O)(=O)\C=C\[C@@H]1N(CCC1)CCCS(=O)(=O)C